1-acetyl-indol C(C)(=O)N1C=CC2=CC=CC=C12